COC1=C(C=C2C=CN=CC2=C1)C1=CN=C(O1)[C@H](CCCCCC(CC)=O)NC(=O)C1=NOC2(C1)CCN(CC2)C (S)-N-(1-(5-(7-methoxyisoquinolin-6-yl)oxazol-2-yl)-7-oxononyl)-8-methyl-1-oxa-2,8-diazaspiro[4.5]dec-2-ene-3-carboxamide